COC1=C(C=CC=C1)N1C=CC=C1 1-(2-methoxyphenyl)pyrrole